ClC1=C(C(=CC=C1Cl)O)C1[C@H]2N(C(CN1C1CC(C1)(CO)O)=O)CCC2 (7R,8aS)-1-(2,3-dichloro-6-hydroxyphenyl)-2-[(3R)-3-hydroxy-3-(hydroxymethyl)cyclobutyl]-hexahydropyrrolo[1,2-a]pyrazin-4-one